OC12CCC(CC1)(C2)N2C1=NC(=NC=C1N(C2=O)C)NC=2C=C1N=CC=NC1=CC2C 9-(4-hydroxybicyclo[2.2.1]heptan-1-yl)-7-methyl-2-((7-methylquinoxalin-6-yl)amino)-7,9-dihydro-8H-purin-8-one